4-[5-fluoro-1-[(3S)-2,6-dioxo-3-piperidinyl]indolin-4-yl]piperidine-1-carboxylic acid tert-butyl ester C(C)(C)(C)OC(=O)N1CCC(CC1)C1=C2CCN(C2=CC=C1F)[C@@H]1C(NC(CC1)=O)=O